CCC(C)C(=O)C1=C(C(=C(C(C1=O)(CC=C(C)C)CC=C(C)C)O)CC=C(C)C)[O-] The molecule is a beta-bitter acid(1-) that is the conjugate base of adlupulone, obtained by deprotonation of one of the enolic hydroxy groups. It is the major microspecies at pH 7.3 (according to Marvin v 6.2.0.). It is a conjugate base of an adlupulone.